C(C)(C)C1=C(NC2=CC=C(C=C12)C=1C=C2N=CC=NC2=CC1)C1=C2C(=NC=C1)NN=C2 6-(3-isopropyl-2-(1H-pyrazolo[3,4-b]pyridin-4-yl)-1H-indol-5-yl)quinoxaline